(4aS,9aR)-6-fluoro-2-methyl-7-(trifluoromethyl)-2,3,4,4a,9,9a-hexahydroindeno[2,1-b][1,4]oxazine hydrochloride Cl.FC=1C(=CC=2C[C@H]3OC(CN[C@H]3C2C1)C)C(F)(F)F